ethoxy-5-[(2R)-4-[6-ethoxy-2-(trifluoromethyl)pyridine-3-carbonyl]-2-ethylpiperazin-1-yl]-N-{[(2S)-1-methylazetidin-2-yl]methyl}-[2,3'-bipyridine]-6-carboxamide C(C)OC=1C(=NC(=C(C1)N1[C@@H](CN(CC1)C(=O)C=1C(=NC(=CC1)OCC)C(F)(F)F)CC)C(=O)NC[C@H]1N(CC1)C)C=1C=NC=CC1